C(C)(C)(C)OC(=O)N1C2CN(CC1CC2)C=2C1=C(N=C(N2)OCC(CN2CCN(CC2)CC2=CC=CC=C2)OC)C(=C(N=C1)Cl)F 3-(2-(3-(4-benzylpiperazin-1-yl)-2-methoxypropoxy)-7-chloro-8-fluoropyrido[4,3-d]pyrimidin-4-yl)-3,8-diazabicyclo[3.2.1]octane-8-carboxylic acid tert-butyl ester